D-5-chloro-3-cyclopropyl-1-((2-(trimethylsilyl)ethoxy)methyl)-7-vinyl-1H-pyrazolo[4,3-b]pyridine ClC1=CC(=C2C(=N1)C(=NN2COCC[Si](C)(C)C)C2CC2)C=C